N-(1-(3-acetamidophenyl)-1,2,3,4-tetrahydroquinolin-3-yl)acrylamide C(C)(=O)NC=1C=C(C=CC1)N1CC(CC2=CC=CC=C12)NC(C=C)=O